CSC1=CC=C(C=C1)C=1NC(=C(N1)C1=CC=CC=C1)C1=CC=CC=C1 2-(p-methylsulfanyl-phenyl)-4,5-diphenylimidazole